N1=C(N)NC(=O)C=C1 isocytosine